CN1N=CC(=C1)C1=NN2C(=NC=3C(=CC=CC3C2=N1)C(C)C)N[C@H]1C(NCCCC1)=O (3R)-3-{[2-(1-methyl-1H-pyrazol-4-yl)-7-(propan-2-yl)[1,2,4]triazolo[1,5-c]quinazolin-5-yl]amino}azepan-2-one